(S)-1-(1-(3-chlorophenyl)-2-hydroxyethyl)-3-(1-(2-(cyclopropyl-amino)-5-methyl-pyrimidin-4-yl)-1H-pyrazol-4-yl)urea ClC=1C=C(C=CC1)[C@@H](CO)NC(=O)NC=1C=NN(C1)C1=NC(=NC=C1C)NC1CC1